C(CCCC)C1OCC(OC1)=O 5-pentanyl-1,4-dioxan-2-one